CC1=NC(=NO1)C1=CC=C2C=CN=C(C2=C1)NCCN1CC2=C(CC1)C=C(S2)C(=O)OCC ethyl 6-[2-[[7-(5-methyl-1,2,4-oxadiazol-3-yl)-1-isoquinolinyl] amino] ethyl]-5,7-dihydro-4H-thieno[2,3-c]pyridine-2-carboxylate